O.O=C[C@H](O)[C@@H](O)[C@H](O)[C@H](O)CO Glucose-Monohydrat